mono-tert-butoxytitanium C(C)(C)(C)O[Ti]